[Si](C)(C)(C(C)(C)C)OC(CN)(C)C 2-((tert-butyldimethylsilyl)oxy)-2-methylpropan-1-amine